methyl (1r,3r)-1-(2,6-difluoro-4-((Z)-pyrrolidin-3-ylidenemethyl) phenyl)-2-(2,2-difluoropropyl)-3-methyl-2,3,4,9-tetrahydro-1H-pyrido[3,4-b]indole-7-carboxylate FC1=C(C(=CC(=C1)\C=C\1/CNCC1)F)[C@H]1N([C@@H](CC2=C1NC1=CC(=CC=C21)C(=O)OC)C)CC(C)(F)F